5-((4-formyl-6-methoxypyridin-3-yloxy)methyl)nicotinamide C(=O)C1=C(C=NC(=C1)OC)OCC=1C=NC=C(C(=O)N)C1